2-methyl-N-((6-(2,2,2-trifluoroethoxy)pyridin-3-yl)methylene)propane-2-sulfinamide CC(C)(C)S(=O)N=CC=1C=NC(=CC1)OCC(F)(F)F